N1=C(C=CC=C1)C=1C=NC(=CC1)NC(=O)C1=CN=CS1 N-([2,3'-bipyridin]-6'-yl)thiazole-5-carboxamide